S1C=NC2=C1C=CC(=C2)[C@@H](C)N2CCN(CC2)C2=NC=C(C=N2)[S@](=NC(C(F)(F)F)=O)(=O)C N-((R)-(2-(4-((R)-1-(benzo[d]thiazol-5-yl)ethyl)piperazin-1-yl)pyrimidin-5-yl)(methyl)(oxo)-λ6-sulfanylidene)-2,2,2-trifluoroacetamide